4-pyrrolidinyl-phenyl-[4-(10-Mercaptodecylthio)phenyl]methanone N1(CCCC1)C1=CC=C(C=C1)C(=O)C1=CC=C(C=C1)SCCCCCCCCCCS